ethyl 2-(2-((7-(3-(((tert-butoxycarbonyl)amino)methyl)phenyl)benzo[b]thiophen-5-yl)methoxy)-4-methylphenyl)acetate C(C)(C)(C)OC(=O)NCC=1C=C(C=CC1)C1=CC(=CC2=C1SC=C2)COC2=C(C=CC(=C2)C)CC(=O)OCC